FC(C(=O)N1[C@@H]2CCC[C@H]1[C@@H](C2)O)(F)C=2C=C(C(=O)NC1=CC(=C(C=C1)F)C)C=CC2F 3-(1,1-difluoro-2-((1R,5S,6R)-6-hydroxy-8-azabicyclo[3.2.1]octan-8-yl)-2-oxoethyl)-4-fluoro-N-(4-fluoro-3-methylphenyl)benzamide